rac-N-[(3S,4R)-4-({[(1s,4S)-4-ethoxycyclohexyl]oxy}methyl)-7-methyl-6-oxo-1,3,4,6-tetrahydro-2H-quinolizin-3-yl]ethanesulfonamide C(C)OC1CCC(CC1)OC[C@H]1[C@H](CCC2=CC=C(C(N12)=O)C)NS(=O)(=O)CC |r|